COC(CC(CC1=C(C=CC(=C1)C)[N+](=O)[O-])NC(=O)OC(C)(C)C)=O methyl-3-[(tert-butoxycarbonyl)amino]-4-(5-methyl-2-nitrophenyl)butanoate